5-[[4-[((trans)-4-cyanotetrahydropyran-3-yl)amino]-5-methyl-pyrimidin-2-yl]amino]-2-hydroxy-3-methoxy-benzoic acid methyl ester COC(C1=C(C(=CC(=C1)NC1=NC=C(C(=N1)N[C@@H]1COCC[C@H]1C#N)C)OC)O)=O